C(C1=CC=CC=C1)C=1NC(=NN1)C(=O)O 5-benzyl-4H-1,2,4-triazole-3-formic acid